Cl.NC[C@H](C(=O)OCCC(C)C)NC(=O)OCC1=CC=CC=C1 isopentyl (R)-3-amino-2-(((benzyloxy)carbonyl)amino)propanoate hydrochloride